C1(N2C=CC3=C(C=CC=4N=C5C=CC=CC5=CC34)C2=C2C(C1=O)C(CC=C2)=O)=O 4H-benzoquinolizinoacridinetrione